O=C(CS(=O)(=O)O)NCNC(C=C)=O 2-oxo-2-[[[(1-oxo-2-propen-1-yl)amino]methyl]amino]-ethanesulfonic acid